N[C@@]1(CN(CC1)C1=C(C(=O)NC(C2CCCCC2)C2CCCCC2)C=CN=C1C1=CC(=CC(=C1)F)F)C (S)-3-(3-amino-3-methylpyrrolidin-1-yl)-N-(dicyclohexylmethyl)-2-(3,5-difluorophenyl)isonicotinamide